1-(t-butoxycarbonylamino)cyclopropylmethanol C(C)(C)(C)OC(=O)NC1(CC1)CO